[C@H]12CNC[C@H](CC1)N2C2=NC(=NC=1CC3(CCC21)CC2=CC=CC1=CC=CC3=C21)OC[C@H]2NCCC2 4'-((1R,5S)-3,8-diazabicyclo[3.2.1]octan-8-yl)-2'-(((S)-pyrrolidin-2-yl)methoxy)-5',8'-dihydro-2H,6'H-spiro[acenaphthylene-1,7'-quinazoline]